C(C)NC1=NC(C(=C2N1C=CC(=C2)C(F)(F)F)C2=C(C(=CC=C2)O)F)=O 1-(ethylamino)-4-(2-fluoro-3-hydroxyphenyl)-6-(trifluoromethyl)-3H-pyrido[1,2-c]pyrimidin-3-one